1-{6-[(3-Fluorophenyl)methyl]-3,3-dimethyl-1H,2H,3H-pyrrolo[3,2-c]pyridin-1-yl}-2-[(2R,5R)-2-(methoxymethyl)-5-methylpiperazin-1-yl]ethan-1-one, hydrochloride salt Cl.FC=1C=C(C=CC1)CC1=CC2=C(C=N1)C(CN2C(CN2[C@H](CN[C@@H](C2)C)COC)=O)(C)C